2-(4-((2R,5R)-2,5-dimethylpiperazin-1-yl)-5-(trifluoromethyl)-7H-pyrrolo[2,3-d]pyrimidin-7-yl)isonicotinonitrile C[C@H]1N(C[C@H](NC1)C)C=1C2=C(N=CN1)N(C=C2C(F)(F)F)C=2C=C(C#N)C=CN2